ClC=1C=C(C2=C(N=C(N=C2)SC)N1)C#C[Si](C(C)C)(C(C)C)C(C)C 7-chloro-2-(methylthio)-5-((triisopropylsilyl)ethynyl)pyrido[2,3-d]pyrimidine